tert-butyl ((1R,2R,3S)-3-((5-amino-2-(1-((2-(trimethylsilyl)ethoxy)methyl)-1H-1,2,4-triazol-3-yl)pyridin-4-yl)amino)-2-hydroxycyclohexyl)carbamate NC=1C(=CC(=NC1)C1=NN(C=N1)COCC[Si](C)(C)C)N[C@@H]1[C@H]([C@@H](CCC1)NC(OC(C)(C)C)=O)O